(1,1-difluoro-3-methoxypropyl)-4-hydroxycyclohexane-1-one oxime FC(CCOC)(F)C1C(CCC(C1)O)=NO